COC([C@H](NC(COC)=O)C)=O N-(methoxyacetyl)-D-alanine methyl ester